C\C(=C/CC=1C(=C(C(=O)NCC=2C=NC=CC2)C(=CC1O)CCCCC)O)\CCC=C(C)C (E)-3-(3,7-dimethylocta-2,6-dien-1-yl)-2,4-dihydroxy-6-pentyl-N-(pyridin-3-ylmethyl)benzamide